Methyl (R)-2-((3,3-diphenylallyl)amino)-2-phenylacetate C1(=CC=CC=C1)C(=CCN[C@@H](C(=O)OC)C1=CC=CC=C1)C1=CC=CC=C1